Cl.S(=[Se])(=O)(OC)CS(=O)(=O)O methyl selenomethionate hydrochloride